COCC1=CC(=NC=C1)C(=O)N 4-methoxymethylpyridinamide